FC(C1=NN(C=C1NC(=O)C=1C=NN2C1N=C(C=C2)N2C[C@H](O[C@@H](C2)C)C)C2CCC(CC2)CO)F N-[(1S)-3-(difluoromethyl)-1-[4-(hydroxymethyl)cyclohexyl]pyrazol-4-yl]-5-[(2R,6R)-2,6-dimethylmorpholin-4-yl]pyrazolo[1,5-a]pyrimidine-3-carboxamide